C1(CC1)C=1C(=NON1)C(=O)N[C@H](C(NC=1N=CN(C1)[C@H](C(F)(F)F)C=1C(NC=CC1)=O)=O)C(C1CC1)C1CC1 |o1:19| 4-cyclopropyl-N-[(1S)-1-(dicyclopropylmethyl)-2-oxo-2-[[1-[(1S*)-2,2,2-trifluoro-1-(2-oxo-1H-pyridin-3-yl)ethyl]imidazol-4-yl]amino]ethyl]-1,2,5-oxadiazole-3-carboxamide